copper-zinc laurate C(CCCCCCCCCCC)(=O)[O-].[Zn+2].[Cu+2].C(CCCCCCCCCCC)(=O)[O-].C(CCCCCCCCCCC)(=O)[O-].C(CCCCCCCCCCC)(=O)[O-]